N-(4-{[6-(5-chloro-2-fluorophenyl)-3-[(2-hydroxyethyl)sulfanyl]pyridazin-4-yl]amino}pyridin-2-yl)-3-(4-methyl-1,4-diazepan-1-yl)propanamide ClC=1C=CC(=C(C1)C1=CC(=C(N=N1)SCCO)NC1=CC(=NC=C1)NC(CCN1CCN(CCC1)C)=O)F